2-(methylamino)-2-oxo-acetic acid CNC(C(=O)O)=O